(3,3-dimethylmorpholin-4-yl)-[7-(5-cyano-3-pyridyl)-6-methoxy-1-(3-thienyl)-4H-indeno[1,2-c]pyrazol-3-yl]methanone CC1(N(CCOC1)C(=O)C=1C2=C(N(N1)C1=CSC=C1)C1=CC(=C(C=C1C2)OC)C=2C=NC=C(C2)C#N)C